ClC1=NN2C(C(=N1)OCC[Si](C)(C)C)=NC=C2 2-chloro-4-(2-(trimethylsilyl)ethoxy)imidazo[2,1-f][1,2,4]Triazine